C(CCCCCCCCCCCCCCCCCCCCC)(=O)OCC(O)CO glyceryl behenate